OCCN1CCS(CC1)(=O)=O 4-(2-hydroxyethyl)-1λ6-thiomorpholine-1,1-dione